6-methyl-2-((3-phenyl-1,2,4-oxadiazol-5-yl)methoxy)pyrimidin-4-amine CC1=CC(=NC(=N1)OCC1=NC(=NO1)C1=CC=CC=C1)N